C1CCC2=CC(=CC=C12)NC(=O)C=1SC(=CC1)C N-(2,3-dihydro-1H-inden-5-yl)-5-methylthiophene-2-carboxamide